5-(2-morpholinoethoxy)-2-(4-fluorophenoxy)naphthalene-1,4-dione O1CCN(CC1)CCOC1=C2C(C=C(C(C2=CC=C1)=O)OC1=CC=C(C=C1)F)=O